4-((S)-4-acryloyl-3-(cyanomethyl)piperazin-1-yl)-N-((R)-3-ethylpyrrolidin-3-yl)-7-(8-methylnaphthalen-1-yl)-5,6,7,8-tetrahydro-1,7-naphthyridine-2-carboxamide C(C=C)(=O)N1[C@H](CN(CC1)C1=CC(=NC=2CN(CCC12)C1=CC=CC2=CC=CC(=C12)C)C(=O)N[C@]1(CNCC1)CC)CC#N